3-(1,4-Dimethyl-1H-imidazol-5-yl)-5-(4,4,5,5-tetramethyl-1,3,2-dioxaborolan-2-yl)-1H-Pyrrolo[2,3-b]pyridine CN1C=NC(=C1C1=CNC2=NC=C(C=C21)B2OC(C(O2)(C)C)(C)C)C